6-(4-ethoxyphenyl)-N-((5-methoxy-2-methylpyridin-3-yl)methoxy)pyrazine-2-carboxamide C(C)OC1=CC=C(C=C1)C1=CN=CC(=N1)C(=O)NOCC=1C(=NC=C(C1)OC)C